COCCOC=1C=C(C=CC1)C1C(C(N(CC1)CCN1C=CC=C1)C)COC1=CC=C2CNC(C2=C1)=O (-)-6-{[(trans,trans)-4-[3-(2-methoxyethoxy)phenyl]-2-methyl-1-[2-(1H-pyrrol-1-yl)ethyl]piperidin-3-yl]methoxy}-2,3-dihydro-1H-isoindol-1-one